cis-3-(Butylamino)-5-(4-hydroxy-4-methylcyclohexyl)-8-((4-methylpiperazin-1-yl)methyl)pyrimido[4,5-c]isoquinolin-6(5H)-one C(CCC)NC=1N=CC2=C(N(C(C=3C=C(C=CC23)CN2CCN(CC2)C)=O)C2CCC(CC2)(C)O)N1